diethyl 2,5-diaminoterephthalate NC1=C(C(=O)OCC)C=C(C(=C1)C(=O)OCC)N